C(#C)C1=C2C(C(=O)OC2=O)=CC=C1 ethynyl-phthalic anhydride